S1C(=NC2=C1C=CC=C2)NC2=C(C1=C(N=N2)N(CCC1)C=1SC(=C(N1)C(=O)O)CCCOC1=C(C=C(C=C1)C#CCN1CCCC1)F)C 2-[3-(1,3-benzothiazol-2-ylamino)-4-methyl-6,7-dihydro-5H-pyrido[2,3-c]pyridazin-8-yl]-5-[3-[2-fluoro-4-(3-pyrrolidin-1-ylprop-1-ynyl)phenoxy]propyl]thiazole-4-carboxylic acid